C1(CC1)OC1=NC=CC(=C1)C1=NC(=NO1)[C@@H]1C(C12CCN(CC2)S(=O)(=O)N)(F)F (2R)-2-{5-[2-(cyclopropyloxy)pyridin-4-yl]-1,2,4-oxadiazol-3-yl}-1,1-difluoro-6-azaspiro[2.5]octane-6-sulfonamide